C1(CC1)C=1OC(=C(N1)C1=CC=CC=C1)OC1=CC(=NC=C1)NC=1C=C(C(=O)N)C=CC1 3-((4-((2-cyclopropyl-4-phenyloxazol-5-yl)oxy)pyridin-2-yl)amino)benzamide